(1s,2r,3s,5r)-3-(2-(2-amino-3-bromoquinolin-7-yl)ethyl)-5-(4-amino-6,7-dihydro-cyclopenta[4,5]pyrrolo[2,3-d]pyrimidin-8(5H)-yl)cyclopentane-1,2-diol NC1=NC2=CC(=CC=C2C=C1Br)CC[C@@H]1[C@H]([C@H]([C@@H](C1)N1C2=C(C3=C1N=CN=C3N)CCC2)O)O